NC1=NC=C(C2=CC=CC=C12)C(C)N(C(=O)NC1=CC(=C(C=C1)F)Cl)C 1-(1-(1-Aminoisoquinolin-4-yl)ethyl)-3-(3-chloro-4-fluorophenyl)-1-methylurea